2-Ethyl-5-(2-ethylpiperazin-1-yl)-2,3-dihydro-1,4-benzodioxine C(C)C1COC2=C(O1)C=CC=C2N2C(CNCC2)CC